6-{[6-methoxy-4-(1-methoxyethyl)-1,5-naphthyridin-3-yl]amino}pyridin COC=1N=C2C(=C(C=NC2=CC1)NC1=CC=CC=N1)C(C)OC